5-chloro-N-((1r,4r)-4-((3-(3-ethyl-2-oxo-2,3-dihydro-oxazolo[4,5-b]pyridin-6-yl)-2-oxo-2,3-dihydro-1H-benzo[d]imidazol-1-yl)methyl)cyclohexyl)-2-methylnicotinamide ClC=1C=NC(=C(C(=O)NC2CCC(CC2)CN2C(N(C3=C2C=CC=C3)C=3C=C2C(=NC3)N(C(O2)=O)CC)=O)C1)C